(3Z,5E)-3,7,11-trimethyl-1,3,5,10-dodecatetraene C/C(/C=C)=C/C=C/C(CCC=C(C)C)C